(((5-(tert-butyl)oxazol-2-yl)methyl)thio)-N-((1'-(4-(cyclopropyl(methylamino)methyl)benzyl)-[1,4'-bipiperidin]-4-yl)methyl)thiazol-2-amine C(C)(C)(C)C1=CN=C(O1)CSC=1N=C(SC1)NCC1CCN(CC1)C1CCN(CC1)CC1=CC=C(C=C1)C(NC)C1CC1